cyclohexanediol tridecanate C(CCCCCCCCCCCC)(=O)OC1(CCCCC1)O